2,5-difluoro-4-((2,2,10,10-tetramethyl-4,8-dioxo-3,9-dioxa-5,7-diazadecan-6-ylidene)amino)benzoic acid FC1=C(C(=O)O)C=C(C(=C1)N=C(NC(OC(C)(C)C)=O)NC(OC(C)C)=O)F